CC1CCCC2(C1OCCN2)C2=CC=CC=C2 8-methyl-4a-phenyloctahydro-2H-benzo[b][1,4]oxazine